C1(=CC=CC2=CC=CC=C12)OC1=CC=C(C=C1)C1=NN(C2=C1C=NC=C2)[C@H]2CN(CC2)C(C=C)=O (R)-1-(3-(3-(4-(naphthalen-1-yloxy)phenyl)-1H-pyrazolo[4,3-c]pyridin-1-yl)pyrrolidin-1-yl)prop-2-en-1-one